N-(4-(5-(3-(o-tolyloxy)propyl)-2,3,4,5-tetrahydro-1H-benzo[b][1,4]diazepine-1-Carbonyl)phenyl)-[1,1'-biphenyl]-2-carboxamide C1(=C(C=CC=C1)OCCCN1C2=C(N(CCC1)C(=O)C1=CC=C(C=C1)NC(=O)C=1C(=CC=CC1)C1=CC=CC=C1)C=CC=C2)C